((R)-1-(((S)-3-(9H-carbazol-9-yl)-2-hydroxypropyl)amino)propan-2-yl)carbamic acid tert-butyl ester C(C)(C)(C)OC(N[C@@H](CNC[C@@H](CN1C2=CC=CC=C2C=2C=CC=CC12)O)C)=O